racemic-benzoate C(C1=CC=CC=C1)(=O)[O-]